N1=C2C(=NC(=C1C1=CC=C(N(C3=CC=C(C=C3)C(C)(C)C)C3=CC=C(C=C3)C(C)(C)C)C=C1)C1=CC=C(N(C3=CC=C(C=C3)C(C)(C)C)C3=CC=C(C=C3)C(C)(C)C)C=C1)C=NC=C2 4,4'-(pyrido[3,4-b]pyrazine-2,3-diyl)bis(N,N-bis(4-(tert-butyl)phenyl)aniline)